C(C=CCCCCCCCCCCC)(=O)[O-].[Ni+2].C(C=CCCCCCCCCCCC)(=O)[O-] nickel tetradecenoate